ClC1=C(C=CC=C1)[C@@H]1N(CCC(C1)(F)F)C1=C(C(=O)N[C@H](C)\C=C\S(=O)(=O)C)C=CC=C1 ((R)-2-(2-Chlorophenyl)-4,4-difluoropiperidin-1-yl)-N-((R,E)-4-(methylsulfonyl)but-3-en-2-yl)benzamide